ClC1=CC2=C(CCC=3C(N2CCCN)=NN(C3)C)C=C1 3-(8-chloro-2-methyl-4,5-dihydropyrazolo[3,4-b][1]benzazepin-10(2H)-yl)propan-1-amine